FC1=C(ON2NC=C(C(=C2)C(=O)N)F)C=CC=C1 2-(2-fluorophenoxy)-5-fluoropyridazine-4-carboxamide